C1(CC1)NC(C1=C(C=C(C=C1OC)C1=CN=C2N1C=CC(=C2)C2CN(CCC2)C)OC(F)F)=O N-cyclopropyl-2-(difluoromethoxy)-6-methoxy-4-[7-(1-methyl-3-piperidinyl)imidazo[1,2-a]pyridin-3-yl]benzamide